{2-[(9Z,12Z)-octadeca-9,12-dien-1-yloxy]-1-[(octyloxy)methyl]ethyl}azetidine C(CCCCCCC\C=C/C\C=C/CCCCC)OCC(COCCCCCCCC)N1CCC1